C1(CCCCC1)N(SC=1SC2=C(N1)C=CC=C2)C2CCCCC2 N,N-Dicyclohexyl-2-BenzothiazoleSulfenamide